C(C)C1C(=O)OCC1 ethyl-γ-butyrolactone